tert-butyl (2S)-2-(7-chloro-6-(1-hydroxyethyl)-1,1-dioxido-3,4-dihydro-2H-benzo[b][1,4,5]oxathiazepin-2-yl)-3-(6-fluoro-2,3-dimethylphenyl)butanoate ClC=1C=CC2=C(OCCN(S2(=O)=O)[C@H](C(=O)OC(C)(C)C)C(C)C2=C(C(=CC=C2F)C)C)C1C(C)O